F[P-](F)(F)(F)(F)F.N1C=NC=C1 imidazole hexafluorophosphate